Isoflavonide O1[C-]=C(C(=O)C2=CC=CC=C12)C1=CC=CC=C1